FC(C1=NN=C2N1C1=CC=C(C=C1C(=N2)N2CCCC1=C(C=CC=C21)C#CC2(CC2)C)F)F 1-(difluoromethyl)-7-fluoro-5-(5-((1-methylcyclopropyl)ethynyl)-3,4-dihydroquinolin-1(2H)-yl)-[1,2,4]triazolo[4,3-a]quinazoline